ClC=1C=CC=C2C(C=C(OC12)C1=CC=C(OCCO[C@@H]2C[C@H](C2)C(=O)O)C=C1)=O Trans-3-[2-[4-(8-chloro-4-oxo-chromen-2-yl)phenoxy]ethoxy]cyclobutanecarboxylic acid